C(=O)(OC(C)(C)C)C(C(=O)O)(CCC)N Boc-aminovaleric acid